N-[3-(2-{5-[(1R,4R,7R)-7-amino-2-azabicyclo[2.2.1]heptane-2-carbonyl]-7-methoxy-1-methyl-1H-1,3-benzodiazol-2-yl}-1-(cyclopropylmethyl)-1H-indol-6-yl)phenyl]acetamide N[C@H]1[C@@H]2N(C[C@H]1CC2)C(=O)C2=CC1=C(N(C(=N1)C=1N(C3=CC(=CC=C3C1)C=1C=C(C=CC1)NC(C)=O)CC1CC1)C)C(=C2)OC